ClC=1C=C(C=C(C1)Cl)N1C([C@@](C1)(C(=O)O)C)=O (3R)-1-(3,5-dichlorophenyl)-3-methyl-2-oxo-azetidine-3-carboxylic acid